2-[6-bromo-4-[cyclopropyl-(fluoro)methoxy]-1-oxophthalazin-2-yl]-N-(5-fluoropyrimidin-2-yl)acetamide BrC=1C=C2C(=NN(C(C2=CC1)=O)CC(=O)NC1=NC=C(C=N1)F)OC(F)C1CC1